N-({4-[(2,2-dimethyltetrahydro-2H-pyran-4-yl)methoxy]-3-nitrophenyl}sulfonyl)-2-(1H-pyrrolo[2,3-b]pyridin-5-yloxy)benzamide copper [Cu].CC1(OCCC(C1)COC1=C(C=C(C=C1)S(=O)(=O)NC(C1=C(C=CC=C1)OC=1C=C2C(=NC1)NC=C2)=O)[N+](=O)[O-])C